methyl 2-(tert-butoxycarbonylamino)-5,5-dimethyl-hex-2-enoate C(C)(C)(C)OC(=O)NC(C(=O)OC)=CCC(C)(C)C